NC1CC2CCC(C1)N2C2=NC(=C(C=1N2C=CN1)C1=CC(=C(C=C1)OC)F)C1=CC(=C(C#N)C=C1)O 4-(5-(3-amino-8-azabicyclo[3.2.1]octane-8-yl)-8-(3-fluoro-4-methoxyphenyl)imidazolo[1,2-c]pyrimidin-7-yl)-2-hydroxybenzonitrile